rac-(7R,8S)-N-benzyl-7-methyl-1,4-dioxaspiro[4.5]decan-8-amine C(C1=CC=CC=C1)N[C@@H]1[C@@H](CC2(OCCO2)CC1)C |r|